BrC=1C=NC(=NC1)C(C)(C)NS(=O)C(C)(C)C N-(2-(5-bromopyrimidin-2-yl)propan-2-yl)-2-methylpropane-2-sulfinamide